2-[2-(2,3,5,6-tetrafluoroanilino)-5-ethylphenyl]acetic acid FC1=C(NC2=C(C=C(C=C2)CC)CC(=O)O)C(=C(C=C1F)F)F